(4-(7-chlorofuro[3,2-b]pyridin-2-yl)phenyl)(2-oxa-6-azaspiro[3.3]heptan-6-yl)methanone ClC1=C2C(=NC=C1)C=C(O2)C2=CC=C(C=C2)C(=O)N2CC1(COC1)C2